N[C@H](C(=O)O)CC1=CNC2=CC(=CC=C12)C1=NC=CC=C1 (S)-2-amino-3-(6-(pyridin-2-yl)-1H-indol-3-yl)propanoic acid